C(C1=CC=CC=C1)OC=1C(=C(C(=O)O[C@H]2[C@@H](OC3=CC(=CC(=C3C2)OCC2=CC=CC=C2)OCC2=CC=CC=C2)C2=C(C(=C(C(=C2)OCC2=CC=CC=C2)OCC2=CC=CC=C2)OCC2=CC=CC=C2)F)C=C(C1OCC1=CC=CC=C1)OCC1=CC=CC=C1)F (2S,3R)-5,7-bis(benzyloxy)-2-(3,4,5-tris(benzyloxy)-2-fluorophenyl)chroman-3-yl 3,4,5-tris(benzyloxy)-2-fluorobenzoate